C(C1=CC=CC=C1)N1[C@@H]2[C@](CCC1)([C@H](N(C2)C(=O)OC(C)(C)C)C(=O)OC)CCCB2OC(C(O2)(C)C)(C)C 6-(tert-butyl) 5-methyl (4aS,5S,7aR)-1-benzyl-4a-(3-(4,4,5,5-tetramethyl-1,3,2-dioxaborolan-2-yl)propyl)octahydro-6H-pyrrolo[3,4-b]pyridine-5,6-dicarboxylate